L-2-methylimidazoleethanol CC1(N=CC=N1)CCO